2'-chloro-5'-methoxy-6-methyl-N-[5-(piperidin-1-yl)-[1,3]thiazolo[5,4-d]pyrimidin-2-yl]-[4,4'-bipyridine]-3-carboxamide ClC1=NC=C(C(=C1)C1=C(C=NC(=C1)C)C(=O)NC=1SC=2N=C(N=CC2N1)N1CCCCC1)OC